4-((6-(2-amino-3-(1H-pyrazol-4-yl)propionyl)-2-((4-cyanophenyl)amino)-5,6,7,8-tetrahydropyrido[4,3-d]pyrimidin-4-yl)oxy)-3,5-dimethylbenzonitrile NC(C(=O)N1CC2=C(N=C(N=C2OC2=C(C=C(C#N)C=C2C)C)NC2=CC=C(C=C2)C#N)CC1)CC=1C=NNC1